NC1=C(C(=NC(=C1Cl)Cl)C(=O)O)Cl 4-amino-3,5,6-trichloro-2-picolinic acid